2,7-diiodo-10-methylpentadecane IC(C)CCCCC(CCC(CCCCC)C)I